N-(2,6-dioxopiperidin-3-yl)-4-(4-(4-(4-(4-((1R,2S)-6-hydroxy-2-phenyl-1,2,3,4-tetrahydronaphthalen-1-yl)phenyl)piperazin-1-yl)butanoyl)piperazin-1-yl)benzamide O=C1NC(CCC1NC(C1=CC=C(C=C1)N1CCN(CC1)C(CCCN1CCN(CC1)C1=CC=C(C=C1)[C@H]1[C@H](CCC2=CC(=CC=C12)O)C1=CC=CC=C1)=O)=O)=O